(1R,3S)-3-(5-((S)-5-hydroxy-7-methoxy-4-((Z)-(propylimino)methyl)-2,3-dihydro-1H-indene-2-carboxamido)-1H-pyrazol-3-yl)cyclopentyl 1,2,2-trimethylhydrazine-1-carboxylate CN(N(C)C)C(=O)O[C@H]1C[C@H](CC1)C1=NNC(=C1)NC(=O)[C@@H]1CC2=C(C=C(C(=C2C1)\C=N/CCC)O)OC